C(CCCCCCCCCCCCCC)O pentadecan-1-ol